2-cyano-1-(5-((1-benzoyl)piperazine-4-yl)pentyl)-3-(3-pyridinyl)guanidine C(#N)N=C(NCCCCCN1CCN(CC1)C(C1=CC=CC=C1)=O)NC=1C=NC=CC1